N[C@@H]1[C@@H](OCC12CCN(CC2)C=2N=C(C(=NC2CO)C=2C(=C(C#N)C=CC2)Cl)C)C {5-[(3S,4S)-4-amino-3-methyl-2-oxa-8-azaspiro[4.5]decan-8-yl]-6-(hydroxymethyl)-3-methylpyrazin-2-yl}-2-chlorobenzonitrile